C(C)(C)(C)C1=CC=C(C=C1)[I+]C1=CC=C(C=C1)C(C)(C)C bis(4-tert-butylphenyl)-iodonium